N1=CC(=CC=C1)C=1C(=C(C#N)C(=C(C1N1C2=C(C3=CC=CC=C13)C=CN=C2)N2C1=C(C3=CC=CC=C23)C=CN=C1)N1C2=C(C3=CC=CC=C13)C=CN=C2)N2C1=C(C3=CC=CC=C23)C=CN=C1 3-(pyridin-3-yl)-2,4,5,6-tetrakis(9H-pyrido[3,4-b]indol-9-yl)benzonitrile